(2E)-3-(3-fluoro-1H-indazol-6-yl)-N-(6-methoxy-2,4-dimethylpyridin-3-yl)prop-2-enamide 2-(12-dodecyl-3-ethyl-8,14-dioxo-7,9,13-trioxa-3-azaoctadecan-18-yl)propane-1,3-diyldioctanoate C(CCCCCCCCCCC)C(CCOC(OCCCN(CC)CC)=O)OC(CCCCC(CCCCCCCCC(=O)O)CCCCCCCCC(=O)O)=O.FC1=NNC2=CC(=CC=C12)/C=C/C(=O)NC=1C(=NC(=CC1C)OC)C